ClC1=C(N=NN1C1=CC=CC=C1)C#N 5-chloro-1-phenyl-1H-1,2,3-triazole-4-carbonitrile